3-(5-amino-2-(((6-methylpyridin-2-yl)methyl)amino)-8-(pyrimidin-4-yl)-[1,2,4]triazolo[1,5-c]pyrimidin-7-yl)benzonitrile NC1=NC(=C(C=2N1N=C(N2)NCC2=NC(=CC=C2)C)C2=NC=NC=C2)C=2C=C(C#N)C=CC2